ClC1=CC=C(C=C1)[C@@H](C)N1CCCCC1 (R)-N-((R)-1-(4-chlorophenyl)ethyl)piperidine